C(CCCCCCCCCCCCCCCCC)(=O)C(OP(OC[C@@H](CO)OC(CCCCCCC\C=C/CCCCCCCC)=O)(=O)O)CN stearoyl-2-oleoyl-sn-glycero-3-phosphoethanolamine